BrC1=CC=CC(=N1)OCC1=CC(=C(C#N)C=C1)CCCO[Si](C)(C)C(C)(C)C 4-[(6-bromo-2-pyridyl)oxymethyl]-2-[3-[tert-butyl(dimethyl)silyl]oxypropyl]benzonitrile